2,12-dibromo-lysergic acid BrC1=C2C[C@H]3N(C[C@H](C(O)=O)C=C3C=3C(=CC=C(N1)C32)Br)C